O=C1N(C(C=C(N1)C(F)(F)F)=O)C1=CC(=C(C#N)C=C1C)F 4-[2,6-Dioxo-4-(trifluoromethyl)-3,6-dihydropyrimidin-1(2H)-yl]-2-fluoro-5-methylbenzonitrile